ClC=1C=C(C=NC1)C1(CC1)C(=O)N[C@H](C(=O)O)CCN(CCCCC1=NC=2NCCCC2C=C1)C[C@@H](CF)OC (S)-2-(1-(5-chloropyridin-3-yl)cyclopropane-1-carboxamido)-4-(((S)-3-fluoro-2-methoxypropyl)(4-(5,6,7,8-tetrahydro-1,8-naphthyridin-2-yl)butyl)amino)butanoic acid